CC1=NC=CC(=C1)C1=C(N(C2=C1C=C1C=NNC1=C2)C2=CC=C(C(=O)O)C=C2)C2CCOCC2 4-[5-(2-methyl-4-pyridyl)-6-tetrahydropyran-4-yl-1H-pyrrolo[3,2-f]indazol-7-yl]benzoic Acid